6-bromo-3-chloro-7-fluoro-1-(oxan-2-yl)indazole BrC1=CC=C2C(=NN(C2=C1F)C1OCCCC1)Cl